5-(3-Chloro-6-cyano-2-fluorophenyl)-2-((R*)-2-cyclopropyl-1-(4-(1-methyl-6-oxo-1,6-dihydropyridazin-4-yl)-1H-pyrazol-1-yl)ethyl)-4-methoxypyridine 1-oxide ClC=1C(=C(C(=CC1)C#N)C=1C(=CC(=[N+](C1)[O-])[C@@H](CC1CC1)N1N=CC(=C1)C=1C=NN(C(C1)=O)C)OC)F |o1:16|